(S)-2-((tert-butoxycarbonyl)amino)-2-(4,4-difluorocyclohexyl)-acetic acid C(C)(C)(C)OC(=O)N[C@H](C(=O)O)C1CCC(CC1)(F)F